ethyl 5-(3-(5,6-dichloro-1H-benzo[d]imidazol-2-yl)propyl)isoxazole-3-carboxylate ClC1=CC2=C(NC(=N2)CCCC2=CC(=NO2)C(=O)OCC)C=C1Cl